2-Naphthalenemethanol C1=C(C=CC2=CC=CC=C12)CO